2-methyl-5-(3-cyanophenyl)-N-(3-(2-(methoxyimino)propyl)-1,2,4-thiadiazol-5-yl)furan-3-carboxamide CC=1OC(=CC1C(=O)NC1=NC(=NS1)CC(C)=NOC)C1=CC(=CC=C1)C#N